(3,5-di-isopropylphenyl)(cyclobutyl)methylene(cyclopentadienyl)(2,7-di-tert-butylfluoren-9-yl)hafnium C(C)(C)C=1C=C(C=C(C1)C(C)C)C(=[Hf](C1C2=CC(=CC=C2C=2C=CC(=CC12)C(C)(C)C)C(C)(C)C)C1C=CC=C1)C1CCC1